COC1=CC=C2C(=CC=NC2=C1)C1=CC(=C(C=C1)[O-])C 4-(7-methoxyquinolin-4-yl)-2-methylphenolate